(1H-pyrazolo[4,3-c]pyridin-3-yl)methanone N1N=C(C=2C=NC=CC21)C=O